(2R)-N-((R)-(3,4-difluorophenyl)(6-(2,2,2-trifluoroethoxy)pyridin-3-yl)methyl)-2-methyl-3-oxopiperazine-1-carboxamide FC=1C=C(C=CC1F)[C@@H](NC(=O)N1[C@@H](C(NCC1)=O)C)C=1C=NC(=CC1)OCC(F)(F)F